ClC=1C(=NC=C(C1)C(F)(F)F)CNN(C(CC)=O)C N'-((3-chloro-5-(trifluoromethyl)pyridin-2-yl)methyl)-N-methylpropionohydrazide